4-((2-amino-9-((2R,3R,5S)-3-hydroxy-5-(hydroxymethyl)tetrahydrofuran-2-yl)-8-oxo-8,9-dihydro-7H-purin-7-yl)methyl)thiophene-2-carboxylic acid NC1=NC=C2N(C(N(C2=N1)[C@@H]1O[C@@H](C[C@H]1O)CO)=O)CC=1C=C(SC1)C(=O)O